OC1=CC(NC=C1)=O 4-Hydroxypyridone